CC=1C=NC=C(C(=O)NC2=CC(=CC=C2)[C@H](C)NC2=CN=C3C(=N2)SC(=C3)C)C1 (S)-5-methyl-N-(3-(1-((6-methylthieno[2,3-b]pyrazin-3-yl)amino)ethyl)phenyl)nicotinamide